2-(((3S,6S,9aS)-3-(3-methoxy-3-(pyridin-3-yl)azetidine-1-carbonyl)-5-oxooctahydro-1H-pyrrolo[1,2-a]azepin-6-yl)carbamoyl)benzo[b]thiophen COC1(CN(C1)C(=O)[C@@H]1CC[C@H]2N1C([C@H](CCC2)NC(=O)C2=CC1=C(S2)C=CC=C1)=O)C=1C=NC=CC1